2-[6-[5-(7,8-dimethyl-[1,2,4]triazolo[1,5-a]pyridin-6-yl)-4-isopropyl-3-methyl-6H-thieno[2,3-b]pyrrol-2-yl]-3-azabicyclo[4.1.0]heptan-3-yl]acetamide CC1=C(C=2N(C=C1C1=C(C3=C(N1)SC(=C3C)C31CCN(CC1C3)CC(=O)N)C(C)C)N=CN2)C